N-(4-(3,4-difluorophenyl)-5-(3-hydroxyoxetan-3-yl)thiazol-2-yl)-5-((2-hydroxy-3-methoxybenzyl)amino)-3-methylpyridine-2-sulfonamide FC=1C=C(C=CC1F)C=1N=C(SC1C1(COC1)O)NS(=O)(=O)C1=NC=C(C=C1C)NCC1=C(C(=CC=C1)OC)O